1-amino-3-(pyrrolidin-1-yl)cyclobutane-1-carboxylic acid ethyl ester C(C)OC(=O)C1(CC(C1)N1CCCC1)N